C(C=C)(=O)N1C[C@@H](O[C@H](C1)C)C1=CC(=NC(=C1)Cl)C=1C=C(N=NC1)C(=O)NC 5-(4-((2S,6S)-4-acryloyl-6-methylmorpholin-2-yl)-6-chloropyridin-2-yl)-N-methylpyridazine-3-carboxamide